CN1C=CC=2C1=NC=CC2C2=C1CNC(C1=C(C=C2)NC2=NC=C(C=C2)C2(CCNCC2)C)=O 4-(1-methyl-1H-pyrrolo[2,3-b]pyridin-4-yl)-7-((5-(4-methylpiperidin-4-yl)pyridin-2-yl)amino)isoindolin-1-one